2-methyl-3,5-diphenyl-1H-pyrrole CC=1NC(=CC1C1=CC=CC=C1)C1=CC=CC=C1